(R)-N-(2,2-difluoroethyl)-7-methyl-1,2,3,4,6,7-hexahydro-[1,4]diazepino[6,7,1-hi]indole-8-carboxamide FC(CNC(=O)C=1C=2[C@H](CN3C2C(=CC1)CNCC3)C)F